ClC1=CC(=C(C=C1)C1(OC2=C(O1)C=CC=C2C2CCN(CC2)CC=2N(C(=CN2)C=C(C(=O)O)C)CC2=CN=CN2CC)C)F 3-(2-((4-(2-(4-chloro-2-fluorophenyl)-2-methylbenzo[d][1,3]dioxol-4-yl)piperidin-1-yl)methyl)-1-((1-ethyl-1H-imidazol-5-yl)methyl)-1H-imidazol-5-yl)-2-methylacrylic acid